C1(CC1)N1N=CC(=C1C=C1CC2(C1)CCN(CC2)C2=NC=C(C(=O)O)C=C2)C2=C(C=CC=C2Cl)Cl 6-(2-((1-cyclopropyl-4-(2,6-dichlorophenyl)-1H-pyrazol-5-yl)methylene)-7-azaspiro[3.5]non-7-yl)nicotinic acid